CCCCCCCCCCCCCCCCCC(=O)OC[C@H](COP(=O)([O-])OCC[N+](C)(C)C)OC(=O)CCC/C=C\\C[C@@H]1[C@H](C[C@H]([C@@H]1/C=C/[C@H](CCCCC)O)O)O The molecule is a 1,2-diacyl-sn-glycero-3-phosphocholine in which the phosphatidyl acyl groups at positions 1 and 2 are specified as stearoyl and 8-epi-prostaglandin F2alpha respectively. It derives from an 8-epi-prostaglandin F2alpha and an octadecanoic acid.